BrC1=CN=C2N1C=C(C=C2)C2=NOCCN2C2=CC(=C(C=C2)F)OC 3-(3-bromoimidazo[1,2-a]pyridin-6-yl)-4-(4-fluoro-3-methoxy-phenyl)-5,6-dihydro-1,2,4-oxadiazine